rel-4-ethyl-3-(3-fluoro-6-methyl-2-{[(1r,4r)-4-(trifluoromethyl)cyclohexyl]oxy}pyridin-4-yl)-1-(4-methylbenzenesulfonyl)-1H,4H,5H-pyrrolo[3,2-b]pyridin-5-one C(C)N1C2=C(C=CC1=O)N(C=C2C2=C(C(=NC(=C2)C)OC2CCC(CC2)C(F)(F)F)F)S(=O)(=O)C2=CC=C(C=C2)C